N-(3-bromophenyl-ethyl)-1-cyclopropyl-6-fluoro-4-oxo-7-(1-piperazinyl)-1,4-dihydroquinoline-3-carboxamide BrC=1C=C(C=CC1)CCNC(=O)C1=CN(C2=CC(=C(C=C2C1=O)F)N1CCNCC1)C1CC1